diethyl ((7-bromo-3-(4,4,4-trifluorobutoxy)isoquinolin-6-yl)difluoromethyl)phosphonate BrC1=C(C=C2C=C(N=CC2=C1)OCCCC(F)(F)F)C(F)(F)P(OCC)(OCC)=O